ClC=1C=NN(C(C1Cl)=O)CC=1N(C2=C(N1)C=C(C(=C2)S(=O)(=O)N(C)C)C)C 2-[(4,5-dichloro-6-oxo-pyridazin-1-yl)methyl]-N,N,3,6-tetramethyl-benzimidazole-5-sulfonamide